(S)-N-(2-(4-chloro-1-(3-chloro-4-((3,5-difluoropyridin-2-yl)methoxy-d2)-5',6-Dimethyl-2-carbonyl-2H-[1,4'-bipyridine]-2'-yl)-1H-pyrazol-3-yl)propan-2-yl)acetamide ClC=1C(=NN(C1)C1=NC=C(C(=C1)N1C(C(=C(C=C1C)OC([2H])([2H])C1=NC=C(C=C1F)F)Cl)=C=O)C)C(C)(C)NC(C)=O